4-(4-aminophenyl)-5-methylpyrimidin-2-amine NC1=CC=C(C=C1)C1=NC(=NC=C1C)N